3-benzylidenecamphor C(C1=CC=CC=C1)=C1C(C2(CCC1C2(C)C)C)=O